tertiary butyl 3,5,5-trimethylperoxyhexanoate CC(CC(=O)OOC(C)(C)C)CC(C)(C)C